N1=NC=CC2=C1C=C1C=CC2N1C(=O)N 5H-5,8-epiminocyclohepta[c]pyridazine-10-carboxamide